C1(=CC=CC=C1)C#CC(=O)C1=C(C=CC=C1)C#CC1=CC=C(C=C1)C 3-phenyl-1-(2-(p-tolylethynyl)phenyl)prop-2-yn-1-one